COC=1C=C2C(=NC=NC2=CC1OC)NC1=CC=C(C=C1)NC(=O)NC1=C(C=CC=C1)I 1-(4-((6,7-dimethoxyquinazolin-4-yl)amino)phenyl)-3-(2-iodophenyl)urea